ClC1=[N+](C=C(C(=C1)[N+](=O)[O-])OC1=C(C=C(C=C1C)F)C)[O-] 2-chloro-5-(4-fluoro-2,6-dimethylphenoxy)-4-nitropyridine 1-oxide